NC=1C=C(CS(=O)(=O)C2=C(C=C(C(=O)NCC3=CC=4N(C=C3)C=CN4)C=C2)C#CC2=CC=C(C=C2)F)C=CC1 4-((3-aminobenzyl)sulfonyl)-3-((4-fluorophenyl)ethynyl)-N-(imidazo[1,2-a]pyridin-7-ylmethyl)benzamide